ClC1=C(C=CC=C1Cl)N1CCN(CC1)CC[C@@H]1C[C@H](C1)C=1N=C(OC1)C(=O)N (trans-3-(2-(4-(2,3-dichlorophenyl)piperazin-1-yl)ethyl)cyclobutyl)oxazole-2-carboxamide